(2S)-2-amino-4-(2-phenylethylsulfonimidoyl)butanoic acid N[C@H](C(=O)O)CCS(=O)(=N)CCC1=CC=CC=C1